fluorovanadium sodium [Na].F[V]